OC=1C=C(C=CC1OC)/C=C/C(=O)C1=CC=C(C=C1)OCC(C)C (E)-3-(3-Hydroxy-4-methoxyphenyl)-1-[4-(2-methylpropoxy)phenyl]prop-2-en-1-one